N-(2-(3''-chloro-4''-((3,5-difluoropyridin-2-yl)methoxy-d2)-5',6''-dimethyl-2,2''-dicarbonyl-2H,2''H-[1,2':4',1''-terpyridyl]-3-yl)propan-2-yl)acetamide ClC=1C(N(C(=CC1OC([2H])([2H])C1=NC=C(C=C1F)F)C)C1=CC(=NC=C1C)N1C(C(=CC=C1)C(C)(C)NC(C)=O)=C=O)=C=O